5-(8-(2-azabicyclo[2.2.1]heptan-2-yl)imidazo[1,2-b]pyridazin-6-yl)pyrimidine-2,4(1H,3H)-dione C12N(CC(CC1)C2)C=2C=1N(N=C(C2)C=2C(NC(NC2)=O)=O)C=CN1